2-[4-(3-fluorophenyloxy)anilino]-2-oxaloacetic acid FC=1C=C(C=CC1)OC1=CC=C(NC(C(=O)O)C(=O)C(=O)O)C=C1